ClC1=CC=C(C=C1)C1=C(CCC(C1)(C)C)CN1C(CN(CC1)CC=1C=C2CN(C(C2=CC1)=O)C1C(NC(CC1)=O)=O)(C)C 3-(5-((4-((4'-chloro-5,5-dimethyl-3,4,5,6-tetrahydro-[1,1'-biphenyl]-2-yl)methyl)-3,3-dimethylpiperazin-1-yl)methyl)-1-oxoisoindolin-2-yl)piperidine-2,6-dione